vinylidenbromid C(=C)(Br)Br